Methyl 4-[2-(4-hydroxytetrahydropyran-4-yl)ethynyl]benzoate OC1(CCOCC1)C#CC1=CC=C(C(=O)OC)C=C1